tert-Butyl 4-((tert-butyldimethylsilyl)oxy)-2-((4-methyl-3-((1-(naphthalen-1-yl)cyclopropyl)carbamoyl)phenoxy)methyl)pyrrolidine-1-carboxylate [Si](C)(C)(C(C)(C)C)OC1CC(N(C1)C(=O)OC(C)(C)C)COC1=CC(=C(C=C1)C)C(NC1(CC1)C1=CC=CC2=CC=CC=C12)=O